C(C)S(=O)(=O)C=1C=C(C(=NC1C1=NC=2C(=NC=C(C2)C(F)(F)F)N1C)NC)N 5-(ethylsulfonyl)-N-methyl-6-(3-methyl-6-(trifluoromethyl)-3H-imidazo[4,5-b]pyridin-2-yl)pyridine-2,3-diamine